[Si](C)(C)(C(C)(C)C)OCC=1C(=NC=NC1)NC1C(NC(CC1)=O)=O 3-((5-(((tert-butyldimethylsilyl)oxy)methyl)pyrimidin-4-yl)amino)piperidine-2,6-dione